C(C)(C)(C)OC(=O)N1C(C(C(CC1)=O)CCC(OC)OC)=O (3,3-dimethoxypropyl)-2,4-dioxo-piperidine-1-carboxylic acid tert-butyl ester